oleic acid, Amide C(CCCCCCC\C=C/CCCCCCCC)(=O)N